CC(C)C(CC(C=CC(CC(C(C)C)C)(O)C)(O)C)C 2,3,5,8,10,11-hexamethyl-6-dodecene-5,8-diol